2-((3,4-dichlorophenyl)difluoromethyl)-5-(2-((tetrahydrofuran-2-yl)methyl)-2,6-diazaspiro[3.4]octan-8-yl)-1,3,4-oxadiazole ClC=1C=C(C=CC1Cl)C(C=1OC(=NN1)C1CNCC12CN(C2)CC2OCCC2)(F)F